N-decyl-N-(8-((8-(didecylamino)-8-oxooctyl)(methyl)amino)octyl)decanoamide C(CCCCCCCCC)N(C(CCCCCCCCC)=O)CCCCCCCCN(C)CCCCCCCC(=O)N(CCCCCCCCCC)CCCCCCCCCC